tert-butyl ((S)-3-methyl-1-(((S)-1-((4-((((4-nitrophenoxy)carbonyl)oxy)methyl)phenyl)amino)-1-oxo-5-ureidopentan-2-yl)amino)-1-oxobutan-2-yl)carbamate CC([C@@H](C(=O)N[C@H](C(=O)NC1=CC=C(C=C1)COC(=O)OC1=CC=C(C=C1)[N+](=O)[O-])CCCNC(=O)N)NC(OC(C)(C)C)=O)C